p-Aminobenzyloxycarbamat NC1=CC=C(CONC([O-])=O)C=C1